NC1=NC(N(C=C1)[C@H]1[C@]([C@@H]([C@@](O1)(F)CO[P@@](=O)(OC1=CC=CC=C1)N[C@@H](C)C(=O)OC(CC)CC)O)(C)O)=O pentan-3-yl ((R)-(((2S,3S,4R,5R)-5-(4-amino-2-oxopyrimidin-1(2H)-yl)-2-fluoro-3,4-dihydroxy-4-methyltetrahydrofuran-2-yl)methoxy)(phenoxy)phosphoryl)-L-alaninate